(Z)-1-(4-amino-2-fluorobut-2-en-1-yl)-4-(3-(N,N-dimethylsulfamoyl)-4-methoxyphenyl)-N-methoxy-1H-benzo[d][1,2,3]triazol-6-carboxamide Hydrochloride Cl.NC\C=C(\CN1N=NC2=C1C=C(C=C2C2=CC(=C(C=C2)OC)S(N(C)C)(=O)=O)C(=O)NOC)/F